1-((3-ethyl-1,2,4-oxadiazol-5-yl)methyl)-6-(4-methoxypyrrolo[2,1-f][1,2,4]triazin-5-yl)-2-methyl-1H-imidazo[4,5-b]pyridine C(C)C1=NOC(=N1)CN1C(=NC2=NC=C(C=C21)C=2C=CN1N=CN=C(C12)OC)C